N(CCCCCCCCCCCCCCC)N[C@@H](CS)C(=O)O azacetyl-L-cysteine